N-((1r,3r)-3-(4-fluoro-3-(trifluoromethyl)phenoxy)cyclobutyl)-2-(6-fluoro-8-(hydroxymethyl)isoquinolin-5-yl)acetamide FC1=C(C=C(OC2CC(C2)NC(CC2=C3C=CN=CC3=C(C=C2F)CO)=O)C=C1)C(F)(F)F